C(C1=CC=CC=C1)OC=1C(=C(C2=C(C=CN2)C1)C#C[Si](C)(C)C)OCC1=CC=CC=C1 5,6-Bis(benzyloxy)-7-((trimethylsilyl)ethynyl)-benzopyrrole